3,4-dihydropyrimido[6,1-c][1,4]oxazine-6,8(1h,7h)-dione C1OCCN2C1=CC(NC2=O)=O